Dibenzothiophene-4-boronic acid pinacol ester C1=CC=C(C=2SC3=C(C21)C=CC=C3)B3OC(C)(C)C(C)(C)O3